ClC=1C(=C(CN2C(CC(CC2C)(C(=O)OC)CC2=NC(=CC=C2F)NC2=NN(C(=C2)C)COCC[Si](C)(C)C)C)C=CC1)F Methyl 1-(3-chloro-2-fluorobenzyl)-4-((3-fluoro-6-((5-methyl-1-((2-(trimethylsilyl)-ethoxy) methyl)-1H-pyrazol-3-yl) amino) pyridin-2-yl) methyl)-2,6-dimethylpiperidine-4-carboxylate